2-(4-(4-isopropyl-5-(8-methyl-[1,2,4]triazolo[1,5-a]pyridin-6-yl)-1H-pyrazol-3-yl)phenyl)-N,N-dimethylpropan-2-amine C(C)(C)C=1C(=NNC1C=1C=C(C=2N(C1)N=CN2)C)C2=CC=C(C=C2)C(C)(C)N(C)C